sodium dodecyl sulfate silver [Ag+].S(=O)(=O)(OCCCCCCCCCCCC)[O-].[Na+].C(CCCCCCCCCCC)OS(=O)(=O)[O-]